OC(COC=1C(=O)O[C@@H](C1OCC(O)CO)[C@@H](O)CO)(C)C 2-O-(2-hydroxyisobutyl)-3-O-glyceryl-ascorbic acid